(6-Chlorochroman-3-yl)-[6-(3-chloro-1H-pyrazol-4-yl)-1-(2-hydroxy-2-methyl-propyl)pyrrolo[3,2-c]pyridin-3-yl]methanone hydrochloride Cl.ClC=1C=C2CC(COC2=CC1)C(=O)C1=CN(C2=C1C=NC(=C2)C=2C(=NNC2)Cl)CC(C)(C)O